C(CCCCC)C(C(=O)O)(CCCCCCC)CCCCCC 2,2-dihexylnonanoic acid